methyl 3-(N-(5-cyano-2-(piperidin-2-yl)phenyl)sulfamoyl)-4-cyclopropylbenzoate C(#N)C=1C=CC(=C(C1)NS(=O)(=O)C=1C=C(C(=O)OC)C=CC1C1CC1)C1NCCCC1